3-(5-(3-fluoro-5-(imidazo[1,2-a]pyridine-3-carboxamido)-4-methylphenyl)-1,2,4-oxadiazol-3-yl)azetidine-1-carboxylic acid methyl ester COC(=O)N1CC(C1)C1=NOC(=N1)C1=CC(=C(C(=C1)NC(=O)C1=CN=C2N1C=CC=C2)C)F